2-hydroxylpropylether OC(COCC(C)O)C